2-phenyl-4-[2-hydroxy-4-(3-sec-butyloxy-2-hydroxypropyl-oxy)phenyl]-6-[2-hydroxy-4-(3-sec-amyloxy-2-hydroxypropyloxy)phenyl]-s-triazine C1(=CC=CC=C1)C1=NC(=NC(=N1)C1=C(C=C(C=C1)OCC(COC(C)CC)O)O)C1=C(C=C(C=C1)OCC(COC(C)CCC)O)O